decyl-methyl-(4-trifluoromethoxyphenyl)silane C(CCCCCCCCC)[SiH](C1=CC=C(C=C1)OC(F)(F)F)C